sodium carbonate platinum [Pt+2].C([O-])([O-])=O.[Na+]